tert-butyl 4-(3-((3-methyl-1H-indazol-4-yl)oxy)cyclobutoxy)piperidine-1-carboxylate CC1=NNC2=CC=CC(=C12)OC1CC(C1)OC1CCN(CC1)C(=O)OC(C)(C)C